N(C1=CC=CC=C1)C=1C(=NC=CC1)C(=O)O anilinopicolinic acid